FC(C1=NN=C(O1)CN1C(=NC2=NC=C(C=C21)C=2C=CN1N=CN=C(C12)OC)C)F 1-((5-(difluoromethyl)-1,3,4-oxadiazol-2-yl)methyl)-6-(4-methoxypyrrolo[2,1-f][1,2,4]triazin-5-yl)-2-methyl-1H-imidazo[4,5-b]pyridine